naphthalenesulphonic acid sodium salt [Na+].C1(=CC=CC2=CC=CC=C12)S(=O)(=O)[O-]